1-[4-cyano-6-(isobutylamino)pyrimidin-2-yl]-5-amino-1H-pyrazole-4-carboxylic acid C(#N)C1=NC(=NC(=C1)NCC(C)C)N1N=CC(=C1N)C(=O)O